[N+](=O)([O-])C1=CC2=C(NC(=N2)CN2CC(CC2)CC(=O)OC)C=C1 Methyl 2-(1-((5-nitro-1H-benzo[d]imidazol-2-yl)methyl)pyrrolidin-3-yl)acetate